(6Ar,7S,10aR)-3,6,6,7,9-pentamethyl-6a,7,8,10a-tetrahydrobenzo[c]chromen-1-ol CC=1C=C(C=2[C@H]3[C@H](C(OC2C1)(C)C)[C@H](CC(=C3)C)C)O